C(C)N(C(C=CC1=NC2=CC=CC=C2C(N1)=O)=O)CC=1SC=CC1 N-ethyl-3-(4-oxo-3,4-dihydroquinazolin-2-yl)-N-(thiophen-2-ylmethyl)propenamide